ClC1=C(C=CC(=C1)Cl)[C@]1(OCC(O1)CCC)CN1N=CN=C1 |r| (RS)-1-[2-(2,4-dichlorophenyl)-4-propyl-1,3-dioxolan-2-ylmethyl]-1H-1,2,4-triazole